4-(2,2-dimethoxyethyl)-piperidine COC(CC1CCNCC1)OC